2-chlorosulfonyl-8-fluoro-5-methoxy-1,2,4-triazolo(1,5-c)-pyrimidine ClS(=O)(=O)C1=NN2C(=NC=C(C2=N1)F)OC